[N+](=O)([O-])C=1C=C(C=NC1)C(F)(F)F 5-Nitro-3-trifluoromethylpyridine